2,4-dihydroxytoluic acid OC1(C(C=CC(=C1)O)C)C(=O)O